C(C)(CC)C1=NN(C(=C1O)CC(C)C)CC 3-sec-butyl-5-isobutyl-1-ethyl-4-hydroxy-pyrazole